diphenyl(α,α'-dimethylbenzylperoxy)silane C1(=CC=CC=C1)[SiH](OOC(C1=CC=CC=C1)(C)C)C1=CC=CC=C1